C(#C)C=1SC=C(N1)NC(=O)N1CCN(CC1)C1=CC=C(C=C1)C1=CC(=CC=C1)N1CC(C1)O N-(2-Ethynylthiazol-4-yl)-4-(3'-(3-hydroxyazetidin-1-yl)-[1,1'-biphenyl]-4-yl)-piperazine-1-carboxamide